(S)-5-(1-hydroxy-3,3-dimethylcyclobutane-1-carbonyl)-N-((S)-3-oxo-1-((S)-2-oxopyrrolidin-3-yl)-4-(trifluoromethoxy)butan-2-yl)-5-azaspiro[2.4]heptane-6-carboxamide OC1(CC(C1)(C)C)C(=O)N1CC2(CC2)C[C@H]1C(=O)N[C@@H](C[C@H]1C(NCC1)=O)C(COC(F)(F)F)=O